sulfohydroxypropyldimethylammonium S(=O)(=O)(O)[N+](C)(C)CCCO